CC(C[C@@H](B1OC([C@@H]2CC[C@@H](C(O1)=O)N2C)=O)NC([C@H](CC2=CC=CC=C2)NC(=O)C2=NC=CN=C2)=O)C N-((S)-1-(((R)-3-methyl-1-((1S,7S)-10-methyl-2,6-dioxo-3,5-dioxa-10-aza-4-borabicyclo[5.2.1]decan-4-yl)butyl)amino)-1-oxo-3-phenylpropan-2-yl)pyrazine-2-carboxamide